3'-amino-3-(trifluoromethyl)-[1,1'-biphenyl]-4-carboxylic acid NC=1C=C(C=CC1)C1=CC(=C(C=C1)C(=O)O)C(F)(F)F